5-chloro-1-[rac-(5s,7s)-7-fluoro-5-phenyl-6,7-dihydro-5H-pyrrolo[1,2-b][1,2,4]triazol-2-yl]benzotriazole ClC1=CC2=C(N(N=N2)C=2N=C3N(N2)[C@@H](C[C@@H]3F)C3=CC=CC=C3)C=C1 |r|